1-bromo-2,2-dimethyl-propane BrCC(C)(C)C